O1[C@@H](COCC1)CN1C[C@@H]2[C@H](C1)CC(C2)NC=2N=NC(=CC2C(F)(F)F)C2=C(C=CC(=C2)F)F (3aR,5s,6aS)-2-(((R)-1,4-dioxan-2-yl)methyl)-N-(6-(2,5-difluorophenyl)-4-(trifluoromethyl)pyridazin-3-yl)octahydro-cyclopenta[c]pyrrol-5-amine